C(CCCCC)OCCOCCOCCOCCOCCO pentaethylene glycol mono-hexyl ether